FC1(CC12CCC(CC2)NC(=O)C2=CC=1C(=NC=CC1F)N2)F N-(2,2-difluorospiro[2.5]octan-6-yl)-4-fluoro-1H-pyrrolo[2,3-b]pyridine-2-carboxamide